(S)-3-((4-(5-isobutyl-2-(2H-tetrazol-5-yl)thiophen-3-yl)-2-methylpiperazin-1-yl)methyl)pyridazine C(C(C)C)C1=CC(=C(S1)C=1N=NNN1)N1C[C@@H](N(CC1)CC=1N=NC=CC1)C